C(C)(C)(C)OC(=O)N1OCCC1C=1C=NC(=CC1)F 3-(6-fluoropyridin-3-yl)-1,2-oxazolidine-2-carboxylic acid tert-butyl ester